propyl pyruvate (propyl pyruvate) C(CC)CC(C(=O)O)=O.C(C(=O)C)(=O)OCCC